O=C(\C=C/C1=CC(=C(C=C1)O)OC)N1CCCCC1 1-[1-oxo-3-(3-methoxy-4-hydroxyphenyl)-2Z-propenyl]-piperidine